2-(N-methylamino)-1,3-propanediol CNC(CO)CO